N-ethyl-2-(3-(6-((3-methylbicyclo[1.1.1]pentan-1-yl)amino)pyridin-3-yl)-6-oxopyridazin-1(6H)-yl)acetamide C(C)NC(CN1N=C(C=CC1=O)C=1C=NC(=CC1)NC12CC(C1)(C2)C)=O